4-[(2R)-3-(3,4-dihydro-1H-isoquinolin-2-yl)-2-hydroxy-propyl]-2,3-dihydro-1,4-benzoxazepin-5-one C1N(CCC2=CC=CC=C12)C[C@H](CN1CCOC2=C(C1=O)C=CC=C2)O